5-Amino-1-(1-hydroxy-2-methylpropan-2-yl)-3-(4-(2-((3-neopentylisoxazol-5-yl)amino)-2-oxoethyl)phenyl)-1H-pyrazole-4-carboxamide NC1=C(C(=NN1C(CO)(C)C)C1=CC=C(C=C1)CC(=O)NC1=CC(=NO1)CC(C)(C)C)C(=O)N